cis-3-Hexenyl 3-methylbutanoate CC(CC(=O)OCC\C=C/CC)C